C(C)(=O)OC1=C(C=CC=C1OC)C1NC(N(C(=C1C(=O)OCC)C)C1=CC(=CC=C1)C(=O)OC)=O ethyl 4-(2-acetoxy-3-methoxyphenyl)-1-(3-(methoxycarbonyl)phenyl)-6-methyl-2-oxo-1,2,3,4-tetrahydropyrimidine-5-carboxylate